N,N,N',N'-tetramethyl-hexamethylenediamine aluminium [Al].CN(CCCCCCN(C)C)C